BrC=1C=C(C2=C(C=CB(O2)O)C1)Cl 6-bromo-8-chloro-2-hydroxy-1,2-benzoxaborinine